2-(5-(5-(3,5-difluorophenyl)-4,5-dihydro-1H-pyrazole-1-carbonyl)hexahydrocyclopenta[c]pyrrol-2(1H)-yl)pyrimidine-4-carbonitrile FC=1C=C(C=C(C1)F)C1CC=NN1C(=O)C1CC2C(CN(C2)C2=NC=CC(=N2)C#N)C1